adipic acid divinylester C(=C)OC(CCCCC(=O)OC=C)=O